2-((13-(4-fluorophenyl)tridecyl)oxy)ethyl hydrogen ((((R)-1-(6-amino-9H-purin-9-yl)propan-2-yl)oxy)methyl)phosphonate NC1=C2N=CN(C2=NC=N1)C[C@@H](C)OCP(OCCOCCCCCCCCCCCCCC1=CC=C(C=C1)F)(O)=O